2-((2S)-4-(2'-((Tetrahydro-1H-pyrrolizin-7a(5H)-yl)methoxy)-2,3,5',8'-tetrahydro-6'H-spiro[indene-1,7'-quinazolin]-4'-yl)piperazin-2-yl)acetonitrile C1CCN2CCCC12COC1=NC=2CC3(CCC2C(=N1)N1C[C@@H](NCC1)CC#N)CCC1=CC=CC=C13